FC=1C2=C(C=NC1)C(=CN2)C=O 7-FLUORO-1H-PYRROLO[3,2-C]PYRIDINE-3-CARBALDEHYDE